ClC=1C(=CC(=C(C1)C1=CC=C2C(=CN=NC2=C1)N)C=1SC(=CN1)OC)OC 7-[5-chloro-4-methoxy-2-(5-methoxy-1,3-thiazol-2-yl)phenyl]cinnolin-4-amine